ClC1=C(C(=CC(=C1)NC(CC1=CC=C(C=C1)S(=O)(=O)CC)=O)Cl)C1=CC=C(C=C1)S(=O)(=O)C N-(2,6-dichloro-4'-(methylsulfonyl)-[1,1'-biphenyl]-4-yl)-2-(4-(ethylsulfonyl)phenyl)acetamide